NC(C)C1=CC(=C(C(=O)OC)C=C1)C methyl 4-(1-aminoethyl)-2-methylbenzoate